C(C)(C)(C)C1=CC=C(C=C1)[C@H]1C[C@@H]2[C@H](N(OC2(C)C)C(C)C)[C@H](C1)C |r| rac-(3aR,5R,7S,7aR)-5-(4-(tert-butyl)phenyl)-1-isopropyl-3,3,7-trimethyl-octahydrobenzo[c]isoxazole